platinum molybdenum oxygen [O].[Mo].[Pt]